N[C@H]1CN(C[C@@H](C1)F)C(=O)C=1C=C(C2=C(SC(=C2CCO)C=2N(C3=CC=CC=C3C2)CC2CC2)C1)OC ((3R,5R)-3-amino-5-fluoropiperidin-1-yl)(2-(1-(cyclopropylmethyl)-1H-indol-2-yl)-3-(2-hydroxyethyl)-4-methoxybenzo[b]thiophen-6-yl)methanone